[Na+].C1=CC=CC=2SC3=CC=CC=C3N(C12)CCCS(=O)(=O)[O-] 3-(10-Phenothiazinyl)propane-1-sulfonic acid sodium salt